N-(6-(9H-carbazol-9-yl)-1-cyclohexyl-2-methylhexyl)-4-methylbenzenesulfonamide C1=CC=CC=2C3=CC=CC=C3N(C12)CCCCC(C(C1CCCCC1)NS(=O)(=O)C1=CC=C(C=C1)C)C